N5-(3-Amino-1-ethylpropyl)-2-methyl-1,5-pentanediamine NCCC(CC)NCCCC(CN)C